((S)-4-amino-3,3-dimethylpiperidin-1-yl)(6-ethylidene-3-phenyladamantan-1-yl)methanone N[C@@H]1C(CN(CC1)C(=O)C12CC3(CC(C(C(C1)C3)=CC)C2)C2=CC=CC=C2)(C)C